COC1=CC=C(CN(C2=NC(=NC=3N2N=CC3CC)N3CCN(CC3)C(=O)OCC3=CC=CC=C3)CC3=CC=C(C=C3)OC)C=C1 benzyl 4-{4-[bis(4-methoxybenzyl)amino]-8-ethylpyrazolo[1,5-a][1,3,5]triazin-2-yl}piperazine-1-carboxylate